FC1=C(C=CC(=C1C)F)C=1C=C2C(=NC1)C=NN2 6-(2,4-Difluoro-3-methyl-phenyl)pyrazolo[4,3-b]pyridin